methyl (S)-6-((3-fluoropyrrolidin-1-yl)methyl)-2-(trifluoromethyl)pyrimidine-4-carboxylate F[C@@H]1CN(CC1)CC1=CC(=NC(=N1)C(F)(F)F)C(=O)OC